N-(6-Aminohexyl)aminomethoxyltriethoxysilane NCCCCCCNCO[Si](OCC)(OCC)OCC